CC1(OB(OC1(C)C)C=1C=C2CCN(C2=CC1)C(=O)OC(C)(C)C)C tert-butyl 5-(4,4,5,5-tetramethyl-1,3,2-dioxaborolan-2-yl)indoline-1-carboxylate